(1-fluoro-1-((4-(trifluoromethyl)phenyl)sulfonyl)ethyl)piperidine-1-carboxylic acid tert-butyl ester C(C)(C)(C)OC(=O)N1C(CCCC1)C(C)(S(=O)(=O)C1=CC=C(C=C1)C(F)(F)F)F